(2Z,4E,6E,8E)-9-(3-(1H-imidazol-1-yl)-2,6,6-trimethylcyclohex-1-en-1-yl)-N-(4-methoxyphenyl)-3,7-dimethylnona-2,4,6,8-tetraenamide N1(C=NC=C1)C1C(=C(C(CC1)(C)C)/C=C/C(=C/C=C/C(=C\C(=O)NC1=CC=C(C=C1)OC)/C)/C)C